3-(p-tolyl)isophthalamide C1(=CC=C(C=C1)C1(CC(C(=O)N)=CC=C1)C(=O)N)C